CN1C2=C(C(C=C1CF)C=1C=NC=C(C1CC)F)C(OC2)=O methyl-4-(4-ethyl-5-fluoropyridin-3-yl)-2-(fluoromethyl)-5-oxo-1,4,5,7-tetrahydrofuro[3,4-b]pyridine